N1=CC(=CC=C1)C1=CC(=NN1)C(F)(F)F 5-(3-pyridyl)-3-(trifluoromethyl)pyrazol